7-(Difluoromethoxy)-1H-indazol-3-amine FC(OC=1C=CC=C2C(=NNC12)N)F